C(C)N1C2=CC=CC=C2C=2C=C(C=CC12)C=NN1C(CC2=CC=CC=C12)C N-((9-ethylcarbazol-3-yl)methylene)-2-methyl-1-indolinylamine